methyl (5-((2-fluoro-4-(3-(trifluoromethyl)-5,6-dihydro-[1,2,4]triazolo[4,3-a]pyrazin-7(8H)-yl)benzyl)amino)isoquinolin-1-yl)carbamate FC1=C(CNC2=C3C=CN=C(C3=CC=C2)NC(OC)=O)C=CC(=C1)N1CC=2N(CC1)C(=NN2)C(F)(F)F